C(C1=CC=CC=C1)OC1=C(C=CC=C1OC)O 2-(benzyloxy)-3-methoxyphenol